(S)-1'-(3-(1-(4-fluorophenyl)vinyl)-1H-pyrazolo[3,4-b]pyrazin-6-yl)-1,3-dihydro-spiro[inden-2,4'-piperidin]-1-amine FC1=CC=C(C=C1)C(=C)C1=NNC2=NC(=CN=C21)N2CCC1(CC2)[C@@H](C2=CC=CC=C2C1)N